ClC1=C(C(=O)N[C@H](C(=O)O)CNC(=O)N[C@@H]2CCC3=CC=CC=C23)C(=CC(=C1)C(NCC1=CC(=CC=C1)C#N)=O)Cl (S)-2-(2,6-dichloro-4-(3-cyanobenzylcarbamoyl)benzamido)-3-(3-((R)-2,3-dihydro-1H-inden-1-yl)ureido)propanoic acid